4-[(4R,10bS)-4-methyl-8-piperazin-1-yl-3,4,6,10b-tetrahydro-1H-pyrazino[2,1-a]isoindol-2-yl]pyrazolo[1,5-a]pyridine-7-carbonitrile C[C@@H]1CN(C[C@H]2N1CC1=CC(=CC=C21)N2CCNCC2)C=2C=1N(C(=CC2)C#N)N=CC1